COC=1C=2N(C=C(C1)C=1C=NN(C1C)C1CCN(CC1)C(=O)C1(CNC1)OC)N=CC2C#N 4-methoxy-6-(1-(1-(3-methoxyazetidine-3-carbonyl)piperidin-4-yl)-5-methyl-1H-pyrazol-4-yl)pyrazolo[1,5-a]pyridine-3-carbonitrile